C(C)(C)(C)OC(=O)N1CC2N(C3C(N(C2)C2=CC=C(C=C2)C(F)(F)F)CC3)CC1.BrCC1=CC(=NC(=C1)C(F)(F)F)OC 4-(bromomethyl)-2-methoxy-6-(trifluoromethyl)pyridine tert-butyl-3-(4-(trifluoromethyl)phenyl)decahydro-6H-cyclobuta[e]pyrazino[1,2-a]pyrazine-6-carboxylate